ClC1=NC=C(C(=C1)C1=C(C=NC(=C1)C)C(=O)NC=1SC2=C(N1)CN(C2)C(=O)C2=NC=CN=C2C)OC 2'-chloro-5'-methoxy-6-methyl-N-(5-(3-methylpyrazine-2-carbonyl)-5,6-dihydro-4H-pyrrolo[3,4-d]thiazol-2-yl)-[4,4'-bipyridine]-3-carboxamide